2-(3-chlorophenyl-2-((R)-3-(5,6,7,8-tetrahydro-1,8-naphthyridin-2-yl)pentoxy)pyrrolidin-1-yl)acetic acid ClC=1C=C(C=CC1)C1(N(CCC1)CC(=O)O)OCC[C@@H](CC)C1=NC=2NCCCC2C=C1